FC(C(C(C(C(O)(O)F)(F)F)(F)F)(F)F)CCCC Octafluorononandiol